FC(C=1C=C(OCC(=O)Cl)C=CC1)(F)F 3-(trifluoromethyl)-phenoxyacetyl chloride